7-((2-methoxyethoxy)methoxy)-3-(7-((2-methoxyethoxy)methoxy)-2-methylquinolin-6-yl)-4H-chromen-4-one COCCOCOC1=CC=C2C(C(=COC2=C1)C=1C=C2C=CC(=NC2=CC1OCOCCOC)C)=O